FC1=C(C(=C2C=CNC2=C1F)S(=O)C)OC=1C=CC(=C(C1)C1=NN(C=C1)C1(CCOC2=C(C=CC=C12)CCC(=O)O)C)F 3-[4-[3-[5-[(6,7-difluoro-4-methylsulfinyl-1H-indol-5-yl)oxy]-2-fluoro-phenyl]pyrazol-1-yl]-4-methyl-chroman-8-yl]propanoic acid